3-(3-(3-[(2,4-Diamino-6-ethylpyrimidin-5-yl)oxy]propoxy)phenyl)-N-hydroxypropanamide NC1=NC(=C(C(=N1)N)OCCCOC=1C=C(C=CC1)CCC(=O)NO)CC